1,2,3,4-tetrahydroisoquinoline-1-formate C1(NCCC2=CC=CC=C12)C(=O)[O-]